N1-(4-(N-(4,6-dimethylpyrimidin-2-yl)sulfamoyl)phenyl)-N4-phenylsuccinamide CC1=NC(=NC(=C1)C)NS(=O)(=O)C1=CC=C(C=C1)NC(CCC(=O)NC1=CC=CC=C1)=O